2-(5-((4-(3,4-Dichlorobenzyl)piperidin-1-yl)methyl)-4H-1,2,4-triazol-3-yl)-5-methyl-1H-indole ClC=1C=C(CC2CCN(CC2)CC=2NC(=NN2)C=2NC3=CC=C(C=C3C2)C)C=CC1Cl